3-{2-[(2R,4S)-4-{[4-(azetidine-3-sulfonyl)phenoxy]methyl}-2-methylpyrrolidin-1-yl]ethyl}-5-chlorobenzonitrile N1CC(C1)S(=O)(=O)C1=CC=C(OC[C@H]2C[C@H](N(C2)CCC=2C=C(C#N)C=C(C2)Cl)C)C=C1